hexa(2-allylphenoxy)-cyclotriphosphazene C(C=C)C1=C(OP2(=NP(=NP(=N2)(OC2=C(C=CC=C2)CC=C)OC2=C(C=CC=C2)CC=C)(OC2=C(C=CC=C2)CC=C)OC2=C(C=CC=C2)CC=C)OC2=C(C=CC=C2)CC=C)C=CC=C1